beta,β-dimethylacrylic acid CC(=CC(=O)O)C